4-((S)-2-methylpiperazin-1-yl)-2-(((S)-1-methylpyrrolidin-2-yl)methoxy)-7-(naphthalen-1-ylmethyl)imidazo[2,1-f][1,2,4]triazine C[C@@H]1N(CCNC1)C1=NC(=NN2C1=NC=C2CC2=CC=CC1=CC=CC=C21)OC[C@H]2N(CCC2)C